nonafluorobutane-1-sulfonic acid FC(C(C(C(S(=O)(=O)O)(F)F)(F)F)(F)F)(F)F